FC(OC1=C(C=C(C=C1)OC=1C=NN(C1)C1COC1)C1=NN(C=C1NC(=O)C=1C=NN2C1N=CC=C2)C)F N-[3-[2-(difluoromethoxy)-5-[1-(oxetan-3-yl)pyrazol-4-yl]oxy-phenyl]-1-methyl-pyrazol-4-yl]pyrazolo[1,5-a]pyrimidine-3-carboxamide